(3R,4R)-4-((S)-8-Fluoro-5H-imidazo[5,1-a]isoindol-5-yl)-1-(methylsulfonyl)piperidin-3-ol FC1=CC=C2[C@@H](N3C(C2=C1)=CN=C3)[C@@H]3[C@H](CN(CC3)S(=O)(=O)C)O